COC1=C2C(=CN=NC2=CC=C1)O 5-methoxycinnolin-4-ol